N1C(=O)NC(=O)C=C1.P(=O)([O-])([O-])[O-].[Ca+2].P(=O)([O-])([O-])[O-].[Ca+2].[Ca+2] calcium phosphate-uracil